BrN1C=NC(=C1)Br 1,4-dibromo-1H-imidazole